C(C)C=1N=C2N(C=C(C=C2F)NC(=O)N2CCC=3C2=NC=CC3N3CCN(CC3)C(=O)OC(C)(C)C)C1 tert-butyl 4-(1-((2-ethyl-8-fluoroimidazo[1,2-a]pyridin-6-yl)carbamoyl)-2,3-dihydro-1H-pyrrolo[2,3-b]pyridin-4-yl)piperazine-1-carboxylate